O=C1NC(CCC1N1C(C2=CC(=C(C=C2C1=O)C1N(CCNC1)C1CCC(CC1)C(=O)N)F)=O)=O 4-(2-(2-(2,6-dioxopiperidin-3-yl)-6-fluoro-1,3-dioxoisoindolin-5-yl)piperazin-1-yl)cyclohexane-1-carboxamide